N-(3,5-bis(trifluoromethyl)phenyl)-5-(2-(5-((3aS,4S,6aR)-2-oxohexahydro-1H-thieno[3,4-d]imidazol-4-yl)pentanoyl)hydrazine-1-carbonyl)-1H-indole-2-carboxamide FC(C=1C=C(C=C(C1)C(F)(F)F)NC(=O)C=1NC2=CC=C(C=C2C1)C(=O)NNC(CCCC[C@@H]1SC[C@@H]2NC(N[C@@H]21)=O)=O)(F)F